NCC=1C(=NC(=NC1)C=1C(=NC=NC1OC)C1CC1)NCC1=CC=C(C=C1)N1N=C(C=C1C)C(F)(F)F 5-(aminomethyl)-2-(4-cyclopropyl-6-methoxypyrimidin-5-yl)-N-({4-[5-methyl-3-(trifluoromethyl)-1H-pyrazol-1-yl]phenyl}methyl)pyrimidin-4-amine